N-[[4-(diethylamino)phenyl](8-hydroxy-7-quinolinyl)methyl]-2-methylpropanamide C(C)N(C1=CC=C(C=C1)C(NC(C(C)C)=O)C1=CC=C2C=CC=NC2=C1O)CC